Methyl 2-(4-(2-(6-fluoro-1H-indol-3-yl)acetamido)piperidin-1-yl)acetate FC1=CC=C2C(=CNC2=C1)CC(=O)NC1CCN(CC1)CC(=O)OC